(2-(4-cyanothiazolidin-3-yl)-2-oxoethyl)-6-morpholinoquinoline-4-carboxamide C(#N)C1N(CSC1)C(CC1=NC2=CC=C(C=C2C(=C1)C(=O)N)N1CCOCC1)=O